tert-butyl (2S,4S)-4-(7-bromo-8-chloro-4-(3-(dimethylamino)azetidin-1-yl)-6-fluoro-1H-[1,2,3]triazolo[4,5-c]quinolin-1-yl)-2-(2-(tert-butoxy)-2-oxoethyl)piperidine-1-carboxylate BrC=1C(=CC=2C3=C(C(=NC2C1F)N1CC(C1)N(C)C)N=NN3[C@@H]3C[C@H](N(CC3)C(=O)OC(C)(C)C)CC(=O)OC(C)(C)C)Cl